1,6-hexamethylenebisacrylamide C=CC(=O)NCCCCCCNC(=O)C=C